COC(C1=CC(=C(C(=C1)O)O)OCC1=CC=CC=C1)=O 3-(benzyloxy)-4,5-dihydroxybenzoic acid methyl ester